3-(1-(4-fluorophenyl)ethyl)pyrido[4,3-d]pyrimidin-4(3H)-one FC1=CC=C(C=C1)C(C)N1C=NC2=C(C1=O)C=NC=C2